3-(chloromethyl)pyridazine ClCC=1N=NC=CC1